(Z)-2-(5-Chloro-1-(4-(4-chlorophenoxy)benzylidene)-2-methyl-1H-inden-3-yl)acetic acid ClC=1C=C2C(=C(/C(/C2=CC1)=C/C1=CC=C(C=C1)OC1=CC=C(C=C1)Cl)C)CC(=O)O